2-(4-acetylphenyl)-10-(2,5-dimethylthiazol-4-yl)-7,7-dimethyl-5,12b-dihydro-1H,7H-chromeno[4,3-c][1,2,4]triazolo[1,2-a]Pyridazine C(C)(=O)C1=CC=C(C=C1)N1CN2N(CC=C3C2C=2C=CC(=CC2OC3(C)C)C=3N=C(SC3C)C)C1